C1C(CC2=CC=CC=C12)NC(CN1N=C(C=CC1=O)C1=CC=C(C=C1)OC)=O N-(2,3-dihydro-1H-inden-2-yl)-2-(3-(4-methoxyphenyl)-6-oxopyridazin-1(6H)-yl)acetamide